N-(3,5-Dimethyl-3'-trifluoromethoxy-biphenyl-2-yl)-2-(4-fluoro-phenyl)-acetamide CC=1C(=C(C=C(C1)C)C1=CC(=CC=C1)OC(F)(F)F)NC(CC1=CC=C(C=C1)F)=O